(7Z)-7-tetradecenal C(CCCCC\C=C/CCCCCC)=O